4-Cyclopropyl-N-((S)-(4,4-difluorocyclohexyl)(5-((S)-1-((S)-4-(difluoromethyl)-2-oxoimidazolidin-1-yl)-2-methoxyethyl)benzo[d]oxazol-2-yl)methyl)-1,2,5-oxadiazole-3-carboxamide C1(CC1)C=1C(=NON1)C(=O)N[C@H](C=1OC2=C(N1)C=C(C=C2)[C@@H](COC)N2C(N[C@@H](C2)C(F)F)=O)C2CCC(CC2)(F)F